2h-1,3-benzenediol C1(CC(=CC=C1)O)O